C(C1=CC=CC=C1)O[C@@H](C(=O)N1CCN(CC1)C(C1=CC=CC=C1)(C1=CC=CC=C1)C1=CC=CC=C1)[C@H]([C@@H](C(COCC1=CC=CC=C1)=O)OCC1=CC=CC=C1)OCC1=CC=CC=C1 (2R,3S,4S)-2,3,4,6-tetrakis(benzyloxy)-1-(4-tritylpiperazin-1-yl)hexane-1,5-dione